C(#N)C(CNC=1C(=CC=C2C=CC(=CC12)C1=NC=CC(=N1)NC(C)=O)OC)=C N-(2-{8-[(2-cyano-2-methylideneethyl)amino]-7-methoxynaphthalen-2-yl}pyrimidin-4-yl)acetamide